isononyl carbamate C(N)(OCCCCCCC(C)C)=O